COC=1C=C2C(=CNC2=CC1)CCN(C)C1CC1 N-(2-(5-methoxy-1H-indol-3-yl)ethyl)-N-methylcyclopropylamine